2-[[4-[(1,3-Benzodioxol-5-ylmethyl)amino]-6-(1-piperazinyl)-2-pyrimidinyl]amino]-4-methyl-5-thiazolecarboxylic acid ethyl ester C(C)OC(=O)C1=C(N=C(S1)NC1=NC(=CC(=N1)NCC1=CC2=C(OCO2)C=C1)N1CCNCC1)C